Br.CN(CCCP(C1=CC=CC=C1)(C1=CC=CC=C1)(C1=CC=CC=C1)Br)C [3-(dimethylamino)propyl]triphenyl-phosphorus bromide hydrobromide